N,N'-dimethyl-1,10-phenanthroline CN1C=CC=C2C=CC3=CC=CN(C3=C12)C